C(C#C)OCCOCCCO 3-(2-prop-2-ynoxyethoxy)propan-1-ol